OCCCC=1C2=C(S(C1)(=O)=O)C=CC(=C2)[N+](=O)[O-] 3-(3-hydroxypropyl)-5-nitrobenzo[b]thiophene 1,1-dioxide